trans-3,7-dimethyl-2,6-octadienyl-2-methylcrotonate CC(=CCOC(\C(=C\C)\C)=O)CCC=C(C)C